CN1N=NC(=C1C=1C=C2C(=NC1)C1=C(N2C(C2CCOCC2)C2=CC=CC=C2)SC(=C1)C(C)=O)C 1-(6-(1,4-dimethyl-1H-1,2,3-triazol-5-yl)-8-(phenyl-(tetrahydro-2H-pyran-4-yl)methyl)-8H-thieno[3',2':4,5]pyrrolo[3,2-b]pyridin-2-yl)ethan-1-one